MOLYBDENUM OXYCHLORIDE O(Cl)Cl.[Mo]